N-isobutyl-4-(5-(7-(1-methyl-1H-pyrazol-4-yl)quinazolin-5-yl)pyridin-2-yl)piperazine-1-carboxamide C(C(C)C)NC(=O)N1CCN(CC1)C1=NC=C(C=C1)C1=C2C=NC=NC2=CC(=C1)C=1C=NN(C1)C